C=C(C(=O)OC=1C=2C=CCOC2C=CC1CO)CC1=CC(=C(C(=C1)C(C)(C)C)O)C(C)(C)C 6-(hydroxymethyl)chromen-5-ol methylene(3,5-di-tert-butyl-4-hydroxyhydrocinnamate)